C(C)N1C[C@@H](CCC1)NC1=NN=C(C=2N1C=CC2F)C2=C(C=C(C=C2)OC(F)(F)F)O 2-(4-{[(3R)-1-ethylpiperidin-3-yl]amino}-8-fluoropyrrolo[1,2-d][1,2,4]triazin-1-yl)-5-(trifluoromethoxy)phenol